4-[5-[2-[[(3S,5S)-5-fluoro-3-piperidyl]amino]pyrimidin-4-yl]-2-methyl-thiazol-4-yl]oxy-N-(2,2,2-trifluoroethyl)naphthalene-1-carboxamide F[C@H]1C[C@@H](CNC1)NC1=NC=CC(=N1)C1=C(N=C(S1)C)OC1=CC=C(C2=CC=CC=C12)C(=O)NCC(F)(F)F